Tert-Butyl (3R)-3-methyl-4-[(2-methylphenyl)methyl]piperazine-1-carboxylate C[C@@H]1CN(CCN1CC1=C(C=CC=C1)C)C(=O)OC(C)(C)C